S(C)(=O)(=O)O.FC=1C=CC(=NC1)NC(C)=O N-(5-fluoropyridin-2-yl)acetamide mesylate